9-((2R,3S,4R)-4-((tert-butyldimethylsilyl)oxy)-3-fluoro-5,5-bis(hydroxymethyl)tetrahydrofuran-2-yl)-2-(((4-methoxyphenyl)diphenylmethyl)amino)-1,9-dihydro-6H-purin-6-one [Si](C)(C)(C(C)(C)C)O[C@H]1[C@@H]([C@@H](OC1(CO)CO)N1C=2N=C(NC(C2N=C1)=O)NC(C1=CC=CC=C1)(C1=CC=CC=C1)C1=CC=C(C=C1)OC)F